cyclopentyl-(2-(4-phenyl-1H-imidazol-2-yl)piperidin-1-yl)methanone racemic-1,1-dimethylethyl-[(1S,2R)-2-formylcyclohexyl]carbamate CC(C)(C)N(C(O)=O)[C@@H]1[C@@H](CCCC1)C=O.C1(CCCC1)C(=O)N1C(CCCC1)C=1NC=C(N1)C1=CC=CC=C1 |r|